N1(CCCCC1)CCN 2-(hexahydropyridin-1-yl)ethan-1-amine